methyl 4-[6-(5-chloro-2-fluorophenyl)-4-({2-[3-(4-methylpiperazin-1-yl)propanamido]pyridin-4-yl}amino)pyridazin-3-yl]piperidine-1-carboxylate ClC=1C=CC(=C(C1)C1=CC(=C(N=N1)C1CCN(CC1)C(=O)OC)NC1=CC(=NC=C1)NC(CCN1CCN(CC1)C)=O)F